Methyl (S)-3-(((1-(7,8-dichloro-4-(1H-imidazol-1-yl)quinolin-2-yl)pyrrolidin-2-yl)methyl)amino)propanoate ClC1=CC=C2C(=CC(=NC2=C1Cl)N1[C@@H](CCC1)CNCCC(=O)OC)N1C=NC=C1